CC(CC(CC(CC(=O)OC)\C=C\C1=CC=CC=C1)=O)C (E)-methyl 7-methyl-5-oxo-3-styryloctanoate